[Si](C)(C)(C(C)(C)C)OC(C)(C)C=1C=CC(=NC1)N(S(=O)(=O)CC)CC=1SC(=CN1)C=1OC(=NN1)C(F)F N-[5-[1-[tert-butyl(dimethyl)silyl]oxy-1-methyl-ethyl]-2-pyridyl]-N-[[5-[5-(difluoromethyl)-1,3,4-oxadiazol-2-yl]thiazol-2-yl]methyl]ethanesulfonamide